4-chloro-6-ethylthieno[2,3-b]pyridine ClC1=C2C(=NC(=C1)CC)SC=C2